1-(1-(3,4-difluorophenyl)ethyl)-4-oxo-6-(2-(pyrimidin-2-yl)cyclobutyl)-4,5-dihydro-1H-pyrazolo[3,4-d]pyrimidine-3-carbonitrile FC=1C=C(C=CC1F)C(C)N1N=C(C2=C1N=C(NC2=O)C2C(CC2)C2=NC=CC=N2)C#N